bromofluorine BrF